(9aR,10S)-10-((R)-(2,3-difluorophenyl)(phenyl)methyl)-3,5-dioxo-3,5,8,9,9a,10-hexahydro-7H-pyrrolo[1',2':4,5]pyrazino[1,2-b]pyridazin-4-yl isopropyl carbonate C(OC1=C2N(N=CC1=O)[C@H]([C@@H]1N(C2=O)CCC1)[C@H](C1=CC=CC=C1)C1=C(C(=CC=C1)F)F)(OC(C)C)=O